ClC1=C(C(=CC(=C1)F)C)C(=O)C1=C(C2=C(S1)C=C(C=C2)O)OC2=CC=C(C=C2)OCCN2C[C@H](CC2)CF (S)-(2-chloro-4-fluoro-6-methylphenyl)(3-(4-(2-(3-(fluoromethyl)pyrrolidin-1-yl)ethoxy)phenoxy)-6-hydroxybenzo[b]thiophen-2-yl)methanone